4-(2-((4-(3-amino-1H-indazol-5-yl)pyridin-2-yl)amino)ethyl)benzenesulfonamide NC1=NNC2=CC=C(C=C12)C1=CC(=NC=C1)NCCC1=CC=C(C=C1)S(=O)(=O)N